P(OCOP([O-])=O)([O-])=O methylidene bisphosphonate